dibenzyl (2-fluoro-4-formylphenyl) phosphate P(=O)(OCC1=CC=CC=C1)(OCC1=CC=CC=C1)OC1=C(C=C(C=C1)C=O)F